pentyl-aniline C(CCCC)NC1=CC=CC=C1